F[C@@]1(C[C@H](O)[C@@H](CO)O1)N1C(=O)N=C(N)C=C1 2'-deoxyfluorocytidine